N-((4-(1-(difluoromethyl)-1H-1,2,4-triazol-5-yl)-6-(4-fluorophenyl)pyridin-3-yl)methyl)acrylamide FC(N1N=CN=C1C1=C(C=NC(=C1)C1=CC=C(C=C1)F)CNC(C=C)=O)F